OC(CNC(=O)C1=NC(=CN=C1)C=1NC2=CC=CC=C2C1C)(C)C N-(2-hydroxy-2-methylpropyl)-6-(3-methyl-1H-indol-2-yl)pyrazine-2-carboxamide